O1C(OCC1)(CC(O)([2H])[2H])CC(O)([2H])[2H] 2,2'-(1,3-dioxolane-2,2-diyl)bis(ethan-1,1-d2-1-ol)